5-(bromomethyl)-4-chloro-2-fluorobenzene BrCC=1C(=CC(=CC1)F)Cl